methyl 6-(4,4-difluoropiperidin-1-yl)quinoline-4-carboxylate FC1(CCN(CC1)C=1C=C2C(=CC=NC2=CC1)C(=O)OC)F